2-bromo-N-[2-[tert-butyl-(methyl)silyl]oxy-ethyl]-N-methyl-pyridin-4-amine BrC1=NC=CC(=C1)N(C)CCO[SiH](C)C(C)(C)C